hydrazonoimidazoleacetic acid N(N)=C(C(=O)O)C=1NC=CN1